FC=1C=C(C=NC1)[C@H](CNC(C[C@@H]1CN(CCC1)C(=O)OC(C)(C)C)(C)C)O tert-Butyl (R)-3-(2-(((R)-2-(5-fluoropyridin-3-yl)-2-hydroxyethyl)-amino)-2-methylpropyl)piperidine-1-carboxylate